BrC1=C(SC2=C1C=CC(=C2)O)C2=CC=C(C=C2)Br 3-bromo-2-(4-bromophenyl)-1-benzothien-6-ol